7-(4,4-difluoropiperidin-1-yl)-N-(1-(2,6-dioxopiperidin-3-yl)-2-oxo-1,2-dihydrobenzo[cd]indol-6-yl)-7-oxoheptanamide FC1(CCN(CC1)C(CCCCCC(=O)NC=1C=2C3=C(C(N(C3=CC1)C1C(NC(CC1)=O)=O)=O)C=CC2)=O)F